[1,3]dioxan-5-amine O1COCC(C1)N